(3S,5S)-5-fluoro-1-(5-methylpyrazin-2-yl)piperidin F[C@H]1CCCN(C1)C1=NC=C(N=C1)C